trans-(1r,4r)-4-((5-fluoro-4-(3-(2-oxopyridin-1(2H)-yl)phenyl)pyrimidin-2-yl)amino)cyclohexane-1-carboxamide FC=1C(=NC(=NC1)N[C@@H]1CC[C@H](CC1)C(=O)N)C1=CC(=CC=C1)N1C(C=CC=C1)=O